2,2-difluoro-N-(2-fluoro-5-((2-(((3S,5S)-5-fluoropiperidin-3-yl)amino)-[4,5'-bipyrimidin]-4'-yl)oxy)-6-methylnaphthalen-1-yl)butane-1-sulfonamide FC(CS(=O)(=O)NC1=C(C=CC2=C(C(=CC=C12)C)OC1=NC=NC=C1C1=NC(=NC=C1)N[C@@H]1CNC[C@H](C1)F)F)(CC)F